OCC(C)NC(=O)C1=CC(=NN1[C@@H](C)C1=CC=CC=C1)C(=O)NC N5-(1-Hydroxypropan-2-yl)-N3-methyl-1-((S)-1-phenylethyl)-1H-pyrazole-3,5-dicarboxamide